4-(4-((1S,4S,5S)-3-Oxo-2-azabicyclo[2.2.1]heptan-5-yl)phenyl)-7-(4-(trifluoromethyl)phenyl)-2-naphthoic acid O=C1N[C@H]2C[C@@H]([C@@H]1C2)C2=CC=C(C=C2)C2=CC(=CC1=CC(=CC=C21)C2=CC=C(C=C2)C(F)(F)F)C(=O)O